SC(CO)C(CO)S 2,3-dimercapto-1,4-butanediol